C(C)(C)N1N=CC2=NC(=CC(=C21)N[C@H]2COCC2)CC2=CC=C(C=C2)OC 1-isopropyl-5-[(4-methoxyphenyl)methyl]-N-[(3R)-tetrahydrofuran-3-yl]pyrazolo[4,3-b]pyridin-7-amine